4-(6-methoxy-1-oxo-2,3-dihydroisoindol-5-yl)-6-methyl-N-[6-(pyridin-4-yl)-[1,3]thiazolo[4,5-b]pyrazin-2-yl]pyridine-3-carboxamide COC1=C(C=C2CNC(C2=C1)=O)C1=C(C=NC(=C1)C)C(=O)NC=1SC=2C(=NC=C(N2)C2=CC=NC=C2)N1